OC1(CCC(CC1)NC(=O)C1CCN(C2(CC2)C1)C(=O)OCCCC)C(F)(F)F butyl 7-[[(1r,4r)-4-hydroxy-4-(trifluoromethyl)cyclohexyl]carbamoyl]-4-azaspiro[2.5]octane-4-carboxylate